NC1=NC=C(C(=C1)COC=1C(=NC=C(N1)C1=CC(=C2CCN(CC2=C1)C)C)N)OC1CC1 3-((2-amino-5-cyclopropoxypyridin-4-yl)methoxy)-5-(2,5-dimethyl-1,2,3,4-tetrahydroisoquinolin-7-yl)pyrazin-2-amine